N-(5-(tert-butyl)-[1,1'-biphenyl]-2-yl)-1,1,5,5,8,8-hexamethyl-5,6,7,8-tetrahydro-1H-cyclopenta[b]naphthalene-3-amine C(C)(C)(C)C=1C=CC(=C(C1)C1=CC=CC=C1)NC1=CC(C2=CC=3C(CCC(C3C=C21)(C)C)(C)C)(C)C